N=1SN=C2C1C=CC=C2CN(C(OC(C)(C)C)=O)C(=O)OC(C)(C)C tert-butyl N-[(2,1,3-benzothiadiazol-4-yl)methyl]-N-[(tert-butoxy)carbonyl]carbamate